3-tert-butoxy-2-hydroxy-2-(trifluoromethyl)pent-4-enoic acid ethyl ester C(C)OC(C(C(C=C)OC(C)(C)C)(C(F)(F)F)O)=O